BrC1=CC=C2C=CN(C(C2=C1)=O)CC1CCOCC1 7-bromo-2-((tetrahydro-2H-pyran-4-yl)methyl)isoquinolin-1(2H)-one